amino-2,7-naphthalenedisulfonic acid monosodium salt [Na+].NC1=C(C=CC2=CC=C(C=C12)S(=O)(=O)O)S(=O)(=O)[O-]